CC1CC(CCC1)NC(=O)CC(C(CC(=O)NC1CC(CCC1)C)C(=O)NC1CC(CCC1)C)C(=O)NC1CC(CCC1)C 1,2,3,4-butanetetracarboxylic acid tetra(3-methylcyclohexylamide)